(S)-2-((5-cyanopyrimidin-2-yl)amino)-4-((4-(5,6,7,8-tetrahydro-1,8-naphthyridin-2-yl)butyl)(2-(2,2,2-trifluoroethoxy)ethyl)amino)butanoic acid C(#N)C=1C=NC(=NC1)N[C@H](C(=O)O)CCN(CCOCC(F)(F)F)CCCCC1=NC=2NCCCC2C=C1